O=S1(CCC(CC1)[C@@H](C=1C=C(C=CC1)N1C(C2=CC(=CC(=C2C1)C(F)(F)F)CNC1(CCC1)C)=O)C1=NN=CN1C)=O (S)-2-(3-((1,1-dioxidotetrahydro-2H-thiopyran-4-yl)(4-methyl-4H-1,2,4-triazol-3-yl)methyl)phenyl)-6-(((1-methylcyclobutyl)amino)methyl)-4-(trifluoromethyl)isoindolin-1-one